C1(CCC1)[C@H]1CN(C[C@H](N1)C)C=1N=NC(=CN1)C1=C(C=C(C=C1)C=1C=NNC1)O 2-{3-[(3s,5r)-3-cyclobutyl-5-methylpiperazin-1-yl]-1,2,4-triazin-6-yl}-5-(1H-pyrazol-4-yl)phenol